BrC1=CC=CC2=C1OC(CO2)CNC(=O)C2=COC(=C2)CN2CCOCC2 5-Morpholin-4-ylmethyl-furan-3-carboxylic acid (8-bromo-2,3-dihydro-benzo[1,4]dioxin-2-ylmethyl)-amide